1-(5-((((1r,3s,5R,7S)-3-hydroxyadamantan-1-yl)amino)methyl)-1-oxoisoindolin-2-yl)dihydropyrimidine-2,4(1H,3H)-dione OC12CC3(C[C@H](C[C@@H](C1)C3)C2)NCC=2C=C3CN(C(C3=CC2)=O)N2C(NC(CC2)=O)=O